C1(CC1)NC(C(C(CC1C(NCC1)=O)NC(C(CC(C)C)NC(OC(C(C)(C)C1=CC(=CC=C1)Cl)C1=CC=C(C=C1)F)=O)=O)=O)=O 2-(3-chlorophenyl)-1-(4-fluorophenyl)-2-methylpropyl (1-((4-(cyclopropylamino)-3,4-dioxo-1-(2-oxopyrrolidin-3-yl)butan-2-yl)amino)-4-methyl-1-oxopentan-2-yl)carbamate